4-chloro-2-{[(2R,7aS)-2-fluorotetrahydro-1H-pyrrolizin-7a(5H)-yl]methoxy}-6-[(6R or S)-6-hydroxy-6-methyl-1,4-oxazepan-4-yl]pyrimidine-5-carbonitrile ClC1=NC(=NC(=C1C#N)N1CCOC[C@](C1)(C)O)OC[C@]12CCCN2C[C@@H](C1)F |o1:14|